(3s,4s)-4-aminooxan-3-ol N[C@@H]1[C@@H](COCC1)O